5-[(3-bromo-2-fluorophenyl)methyl]-3-methyl-4-oxopyrrolidine-1,3-dicarboxylic acid 1-tert-butyl 3-methyl ester COC(=O)C1(CN(C(C1=O)CC1=C(C(=CC=C1)Br)F)C(=O)OC(C)(C)C)C